COC(CCSC1(CN(C1)C(=O)OC(C)(C)C)C(=O)OC)=O tert-butyl O3-methyl 3-(3-methoxy-3-oxo-propyl)sulfanylazetidine-1,3-dicarboxylate